C(CC)SSCC=C allyl (n-propyl) disulfide